(2R,3S)-2-(3-(5-chloro-7-(3-fluorophenyl)-1H-benzo[d]imidazol-1-yl)propyl)piperidin-3-ol dihydrochloride Cl.Cl.ClC1=CC2=C(N(C=N2)CCC[C@H]2NCCC[C@@H]2O)C(=C1)C1=CC(=CC=C1)F